C(#N)C1=CN(C=2C1=NC(=CC2CN2C[C@H](CCC2)C)C(=O)OC)COCC[Si](C)(C)C methyl (S)-3-cyano-7-((3-methylpiperidin-1-yl) methyl)-1-((2-(trimethylsilyl) ethoxy) methyl)-1H-pyrrolo[3,2-b]pyridine-5-carboxylate